C1(=CC=CC=C1)[Si](O[Si](C)(C)C1=CC=CC=C1)(C)C 1,3-diphenyl-1,1,3,3-tetramethyldisiloxane